CC=1CC[C@H]([C@@H](C1)C1=CC=C(C=C1)OS(=O)(=O)C(F)(F)F)C(=C)C (1'R,2'R)-5'-methyl-2'-(prop-1-en-2-yl)-4-(((trifluoromethyl)sulfonyl)oxy)-1',2',3',4'-tetrahydro-[1,1'-biphenyl]